COC1=NC=CC(=C1)N1N=CC(=C1C(F)(F)F)C(=O)N 1-(2-methoxypyridin-4-yl)-5-(trifluoromethyl)-1H-pyrazole-4-carboxamide